CN(C1=C(C(=O)N)C=CC=C1)S(=O)(=O)C 2-[methyl(methyl-sulfonyl)amino]benzamide